Tert-butyl-(1-(7-(4-cyano-3-fluorophenyl)-8-(3-fluoro-4-methoxyphenyl)imidazo[1,2-c]pyrimidin-5-yl)piperidin-4-yl)carbamic acid C(C)(C)(C)N(C(O)=O)C1CCN(CC1)C1=NC(=C(C=2N1C=CN2)C2=CC(=C(C=C2)OC)F)C2=CC(=C(C=C2)C#N)F